C(C1=CC=CC=C1)OC1=CC2=C(C(=C(S2)C2=CC=C(C=C2)F)OC2=CC=C(C=C2)C=2CCNCC2)C=C1 4-(4-[[6-(benzyloxy)-2-(4-fluorophenyl)-1-benzothien-3-yl]oxy]phenyl)-1,2,3,6-tetrahydropyridine